C(C)OC(CCN(C(CC(=O)OCC)=O)CC)=O ethyl 3-((3-ethoxy-3-oxopropyl) (ethyl) amino)-3-oxopropanoate